CC1=NOC(=C1C=1C=C2C=3C=C(C=CC3N(C2=CC1)CC)CNC1=NC2=C(N1)C=CC=C2)C N-((6-(3,5-dimethylisoxazol-4-yl)-9-ethyl-9H-carbazol-3-yl)methyl)-1H-benzo[d]imidazol-2-amine